C(C)(C)OC=1C=C(C=CC1)N1CC2=CC=C(C=C2CC1)CCC(=O)O 3-(2-(3-isopropoxyphenyl)-1,2,3,4-tetrahydroisoquinolin-6-yl)propionic acid